FC(C1=CC=C(C=C1)C(C(=O)OC)=O)(F)F methyl 2-(4-trifluoromethylphenyl)-2-oxoacetate